Cl.C12CN(CC(CC1)N2)C2=C1N=C(NC1=NC(=N2)OCC21CCCN1CCC2)OC2=CC(=CC1=CC=CC=C21)O 4-({6-(3,8-diazabicyclo[3.2.1]octan-3-yl)-2-[(tetrahydro-1H-pyrrolizin-7a(5H)-yl)methoxy]-9H-purin-8-yl}oxy)naphthalen-2-ol-hydrogen chloride salt